C1(CCC1)CN(C(=O)OCC1=C(N=NN1C)C1=CC=C(C(=N1)C)OC1CCCCC1)C (3S)-3-((6-(5-((((cyclobutylmethyl)(methyl)carbamoyl)oxy)methyl)-1-methyl-1H-1,2,3-triazol-4-yl)-2-methylpyridin-3-yl)oxy)cyclohexane